S(=O)(=O)=NC(=N)N Sulfonyl-Guanidine